5-(4-isopropyl-5-(8-methyl-[1,2,4]triazolo[1,5-a]pyridin-6-yl)-1H-pyrazol-3-yl)pyridin-3-amine C(C)(C)C=1C(=NNC1C=1C=C(C=2N(C1)N=CN2)C)C=2C=C(C=NC2)N